N1(CCCCC1)CC1=CC2=C(N(C(=N2)NC(C2=CC(=CC=C2)C(F)(F)F)=O)C2CCC(CC2)C(=O)OCC)C=C1 ethyl (1s,4s)-4-(5-(piperidin-1-ylmethyl)-2-(3-(trifluoromethyl)benzamido)-1H-benzo[d]imidazol-1-yl)cyclohexane-1-carboxylate